IC1=CC=C(C=C1)N1C(CCCC1)=O 1-(4-iodophenyl)piperidin-2-one